ClC=1C(=NC=C(C1[C@@H](C)OC=1C=C2C(=NNC2=CC1)C=1C=NN(C1)C1CCOCC1)Cl)C 5-[(1R)-1-(3,5-dichloro-2-methyl-4-pyridyl)ethoxy]-3-(1-tetrahydropyran-4-ylpyrazol-4-yl)-1H-indazole